1-bromo-3-(tert-butoxymethyl)benzene BrC1=CC(=CC=C1)COC(C)(C)C